4-(1H-pyrazol-4-yl)-1H-pyrrolo[2,3-b]pyridine N1N=CC(=C1)C1=C2C(=NC=C1)NC=C2